BrC1=C(C=C(C=2OC(C(N(C21)C)=O)(C)C)Br)C(=O)OC methyl 5,8-dibromo-2,2,4-trimethyl-3-oxo-3,4-dihydro-2H-benzo[b][1,4]oxazine-6-carboxylate